2-pentyloxycyclohexane C(CCCC)OC1CCCCC1